5-Benzothiophen-3-yl-N-(1H-indol-3-yl)isoindoline-2-carboxamide S1C=C(C2=C1C=CC=C2)C=2C=C1CN(CC1=CC2)C(=O)NC2=CNC1=CC=CC=C21